4-(5-methyl-7H-pyrrolo[2,3-d]pyrimidin-4-yl)-N-(1-((S)-pyrrolidin-2-yl)ethyl)-3,4-dihydro-2H-1,4-thiazine-6-carboxamide hydrochloride Cl.CC1=CNC=2N=CN=C(C21)N2CCSC(=C2)C(=O)NC(C)[C@H]2NCCC2